N-[1-(2-hydroxy-2-phenylethyl)-3-methylpiperidin-4-yl]-N-phenylpropanamide OC(CN1CC(C(CC1)N(C(CC)=O)C1=CC=CC=C1)C)C1=CC=CC=C1